[4-(3-{6-[4-(2-methyl-2H-[1,2,3]triazol-4-yl)-benzylamino]-pyrimidin-4-yl}-imidazo[1,2-a]pyridin-7-yloxymethyl)-piperidin-1-yl]-acetonitrile CN1N=CC(=N1)C1=CC=C(CNC2=CC(=NC=N2)C2=CN=C3N2C=CC(=C3)OCC3CCN(CC3)CC#N)C=C1